C(C)(C)(C)C=1N=COC1C1CC2(C1)CCN(CC2)C(=O)OC(C)(C)C tert-butyl 2-(4-(tert-butyl) oxazol-5-yl)-7-azaspiro[3.5]nonane-7-carboxylate